7-fluoro-2-(1H-pyrazole-4-yl)quinoline FC1=CC=C2C=CC(=NC2=C1)C=1C=NNC1